[Si](C1=CC=CC=C1)(C1=CC=CC=C1)(C(C)(C)C)OC[C@@H]([C@H](CCC)CCO)NC(OC(C)(C)C)=O tert-Butyl N-[(1R,2R)-1-[[tert-butyl(diphenyl)silyl]oxymethyl]-2-(2-hydroxyethyl)pentyl]carbamate